2-((1-cyclopropyl-4-(2,6-dichlorophenyl)-1H-pyrazol-5-yl)methylene)-7-azaspiro[3.5]nonane C1(CC1)N1N=CC(=C1C=C1CC2(C1)CCNCC2)C2=C(C=CC=C2Cl)Cl